[2-(2,2,3,3-tetrafluoropropoxy)phenyl]methanone FC(COC1=C(C=CC=C1)C=O)(C(F)F)F